(6R,8aS)-6-[8-Amino-1-(2-fluoro-4-{1-hydroxy-1-[3-(trifluoromethyl)phenyl]ethyl}phenyl)-imidazo[1,5-a]pyrazin-3-yl]-1,1-dimethylhexahydroindolizin-3(2H)-on NC=1C=2N(C=CN1)C(=NC2C2=C(C=C(C=C2)C(C)(C2=CC(=CC=C2)C(F)(F)F)O)F)[C@H]2CN1C(CC([C@@H]1CC2)(C)C)=O